4-benzylidene-2,6-diisopropylcyclohexa-2,5-dien-1-one C(C1=CC=CC=C1)=C1C=C(C(C(=C1)C(C)C)=O)C(C)C